(2S,4R)-1-acetyl-4-fluoro-N-[(S) or (R)-[6-fluoro-5-(propan-2-yl)pyridin-2-yl][3-(1H-pyrazol-5-yl)phenyl]methyl]pyrrolidine-2-carboxamide C(C)(=O)N1[C@@H](C[C@H](C1)F)C(=O)N[C@@H](C1=CC(=CC=C1)C1=CC=NN1)C1=NC(=C(C=C1)C(C)C)F |o1:12|